FC(C=1N=C(C2=CC=CC=C2C1)S)(F)F 3-(trifluoromethyl)isoquinoline-1-thiol